3-((2S)-2-hydroxy-3-(8-(3-(2-methylpyridin-4-yl)phenylsulfonyl)-1-oxa-8-azaspiro[4.5]decan-3-ylamino)propoxy)-N-methylbenzenesulfonamide O[C@H](COC=1C=C(C=CC1)S(=O)(=O)NC)CNC1COC2(C1)CCN(CC2)S(=O)(=O)C2=CC(=CC=C2)C2=CC(=NC=C2)C